CN(C1=NC(=C(C=C1N)NC1=NC=CC(=N1)C1=CN(C2=CC=C(C=C12)F)C)OC(C)C)CCN(C)C N2-methyl-N2-[2-(dimethylamino)ethyl]-6-isopropyloxy-N5-[4-(1-methyl-5-fluoro-1H-indol-3-yl)pyrimidin-2-yl]pyridin-2,3,5-triamine